[Ca].[Y].B(O)(O)O boric acid yttrium calcium